CN1C(OC(C2=C1C=NC(=C2)OC2=CC=CC=C2)=O)=O 1-methyl-6-phenoxy-1H-pyrido[3,4-d][1,3]oxazine-2,4-dione